C(C)(C)(C)OC(NCCC1=NOC(=C1CO)C)=O [2-(4-hydroxymethyl-5-methyl-isoxazol-3-yl)-ethyl]-carbamic acid tert-butyl ester